C(C)(CC)N1CCC(CC1)C1=CNC2=CC=CC=C12 3-(1-(sec-butyl)piperidin-4-yl)-1H-indole